N(=[N+]=[N-])CCOCCOCCOCC1=CC=C(C=C1)C1=NN(C(=C1CCC1=CC=C(C=C1)F)O)C1=NC2=C(N1)C=CC(=C2)Cl 3-[4-({2-[2-(2-azidoethoxy)ethoxy]ethoxy}methyl)phenyl]-1-(5-chloro-1H-1,3-benzodiazol-2-yl)-4-[2-(4-fluorophenyl)ethyl]-1H-pyrazol-5-ol